ClC1=C(C=CC(=C1)Cl)C(C(C)NC(=O)C=1C(=NN(C1)C)C(F)F)OC N-[1-(2,4-dichlorophenyl)-1-methoxyprop-2-yl]-3-(difluoromethyl)-1-methyl-1H-pyrazole-4-carboxamide